Cl\C=C/CC(COC1=CC(=CC(=C1)F)Cl)O (Z)-5-chloro-1-(3-chloro-5-fluoro-phenoxy)-pent-4-en-2-ol